N-(spiro[2.3]hexan-1-yl)piperidin-3-amine C1(CC12CCC2)NC2CNCCC2